1,3-bis(3-octoxypropyl)imidazolium C(CCCCCCC)OCCCN1C=[N+](C=C1)CCCOCCCCCCCC